1-hexyl-2,3-dimethyl-imidazole chloride [Cl-].C(CCCCC)N1C(N(C=C1)C)C